N1=CC=NC2=CC(=CC=C12)C=1N=CC2=C(N1)SC(=C2)C2(CC(C2)C(F)(F)F)O 1-(2-(6-quinoxalinyl)thieno[2,3-d]pyrimidin-6-yl)-3-(trifluoromethyl)cyclobutanol